benzyl 4-((4-(benzyloxy)-2,3,6-trimethylbenzoyl)oxy)-3-bromo-2,5,6-trimethylbenzoate C(C1=CC=CC=C1)OC1=C(C(=C(C(=O)OC2=C(C(=C(C(=O)OCC3=CC=CC=C3)C(=C2C)C)C)Br)C(=C1)C)C)C